2-(N-[4-amino-5-(4-hydroxybenzoyl)thiazol-2-yl]-4-chloro-3-fluoro-anilino)propanamide phenyl-(4-((1-(tetrahydro-2H-pyran-2-yl)-1H-pyrazol-4-yl)sulfonyl)phenyl)carbamate C1(=CC=CC=C1)N(C(O)=O)C1=CC=C(C=C1)S(=O)(=O)C=1C=NN(C1)C1OCCCC1.NC=1N=C(SC1C(C1=CC=C(C=C1)O)=O)N(C1=CC(=C(C=C1)Cl)F)C(C(=O)N)C